4-amino-2-chloro-6-(2,4-difluorophenyl)pyrimidine-5-carbaldehyde NC1=NC(=NC(=C1C=O)C1=C(C=C(C=C1)F)F)Cl